C1=NC=CC=2C3=CC=CC=C3NC12 BETA-CARBOLIN